tert-butyl (S)-6-(2-(2-isopropylphenyl) pyrrolidin-1-yl)-2-azaspiro[3.3]heptane-2-carboxylate C(C)(C)C1=C(C=CC=C1)[C@H]1N(CCC1)C1CC2(CN(C2)C(=O)OC(C)(C)C)C1